ClC=1C(=C(C=CC1)[C@@H]1N(OCC1)C1=CC(=NC=N1)NC=1C(=CC(=C(C1)NC(C=C)=O)N1CCC(CC1)N1CCN(CC1)C1CCCC1)OC)F N-(5-((6-((R)-3-(3-chloro-2-fluorophenyl)-isoxazolidine-2-yl)pyrimidine-4-yl)amino)-2-(4-(4-cyclopentylpiperazine-1-yl)piperidine-1-yl)-4-methoxyphenyl)acrylamide